C(C)(=O)O.N1CCC(CC1)CC1CCN(CC1)C(=O)OC(C)(C)C tert-butyl 4-(4-piperidylmethyl)piperidine-1-carboxylate acetate